1-aminopropyl-3-methylimidazole glycine salt NCC(=O)O.NC(CC)C1=NC=CN1C